C(C)(C)(C)OC(=O)N1CC(C(CC1)NC1=C(C(=CC=C1)Br)[N+](=O)[O-])O 4-(3-bromo-2-nitro-anilino)-3-hydroxy-piperidine-1-carboxylic acid tert-butyl ester